(3-pyridyl) methoxymethyl ether COCOC=1C=NC=CC1